3-(2,6-Difluoro-3,5-dimethoxyphenyl)-1-methyl-7-{[2-(trimethylsilyl)ethoxy]methyl}-3,4,7,9-tetrahydro-1H-pyrrolo[3',2':5,6]pyrido[4,3-d]pyrimidine-2,8-dione FC1=C(C(=C(C=C1OC)OC)F)N1C(N(C2=C(C1)C=NC1=C2CC(N1COCC[Si](C)(C)C)=O)C)=O